COC1CCC(CC1)NC(=O)C=1SC=2N=CC=C3N(C(NC1C23)=O)C2=C(C=C(C=C2)OC2=CC=CC=C2)C N-((1R,4R)-4-Methoxycyclohexyl)-5-(2-methyl-4-phenoxyphenyl)-4-oxo-4,5-dihydro-3H-1-thia-3,5,8-triazaacenaphthylene-2-carboxamide